Tert-butyl (6-(isoindoline-2-carbonyl)-4-((2-methoxyphenyl)amino)pyridin-2-yl)carbamate C1N(CC2=CC=CC=C12)C(=O)C1=CC(=CC(=N1)NC(OC(C)(C)C)=O)NC1=C(C=CC=C1)OC